N[C@H]1CS(C2=C(N(C1=O)CC1=CC=C(C=C1)Cl)C=C(C(=C2)F)C2=NOC(=N2)C(C(F)(F)F)(C2=CC=C(C=C2)F)N)(=O)=O (3R)-3-amino-7-[5-[1-amino-2,2,2-trifluoro-1-(4-fluorophenyl)ethyl]-1,2,4-oxadiazol-3-yl]-5-[(4-chlorophenyl)methyl]-8-fluoro-1,1-dioxo-2,3-dihydro-1lambda6,5-benzothiazepin-4-one